2-(3-((R)-1-(4-methyl-4H-1,2,4-triazol-3-yl)propan-2-yl)phenyl)-6-(piperidin-3-yl)-4-(trifluoromethyl)isoindolin-1-one CN1C(=NN=C1)C[C@@H](C)C=1C=C(C=CC1)N1C(C2=CC(=CC(=C2C1)C(F)(F)F)C1CNCCC1)=O